C(C)(C)(C)OC(=O)N1CC2=C(CC1)N=C(S2)C(NC2=C(C(=CC=C2)Br)Cl)=O 2-(3-bromo-2-chlorophenylcarbamoyl)-6,7-dihydrothiazolo[5,4-c]pyridine-5(4H)-carboxylic acid tert-butyl ester